BrC1=CC=C2C(=CNC2=C1)C(C=1C=C(C(=C(C1)O)O)O)C1=CNC2=CC(=CC=C12)Br 5-(bis(6-bromo-1H-indol-3-yl)methyl)-benzene-1,2,3-triol